FC=1C(C=C(C(C1)=NO)C)O 2-fluoro-4-(hydroxyimino)-5-methylcyclohexa-2,5-dien-1-ol